N1,N1-dimethyl-N4-(6-phenyl-2-tetrahydropyran-4-yl-pyrimidin-4-yl)benzene-1,4-diamine CN(C1=CC=C(C=C1)NC1=NC(=NC(=C1)C1=CC=CC=C1)C1CCOCC1)C